N4-cyclopropyl-N2-(1-(cyclopropylsulfonyl)-7-fluoro-1H-indazol-4-yl)-5-(trifluoromethyl)pyrimidine-2,4-diamine C1(CC1)NC1=NC(=NC=C1C(F)(F)F)NC1=C2C=NN(C2=C(C=C1)F)S(=O)(=O)C1CC1